Cl.NCCC(=O)N 3-aminopropanamide hydrochloride